(2Z)-4-[(2S)-2-{8-amino-1-[4-(2-pyridylcarbamoyl)phenyl]imidazo[1,5-a]pyrazin-3-yl}-1-pyrrolidinyl]-4-oxo-2-butenoic acid NC=1C=2N(C=CN1)C(=NC2C2=CC=C(C=C2)C(NC2=NC=CC=C2)=O)[C@H]2N(CCC2)C(\C=C/C(=O)O)=O